N-(2-((2,6-dimethylphenyl)amino)pyrimidin-5-yl)-2-mercaptoacetamide CC1=C(C(=CC=C1)C)NC1=NC=C(C=N1)NC(CS)=O